2-(2-bromo-5-methylphenyl)-1H-benzo[d]imidazole BrC1=C(C=C(C=C1)C)C1=NC2=C(N1)C=CC=C2